(R)-6-((4,6-dimethyl-2-oxo-1,2-dihydropyridin-3-yl)methyl)-2-(trans-4-(dimethylamino)cyclohexyl)-2,4-dimethyl-9-(thiophen-3-yl)-7,8-dihydro-[1,3]dioxolo[4,5-g]isoquinolin-5(6H)-one CC1=C(C(NC(=C1)C)=O)CN1C(C=2C(=C3C(=C(C2CC1)C1=CSC=C1)O[C@](O3)(C)[C@@H]3CC[C@H](CC3)N(C)C)C)=O